N-methoxy(phenethyl)pyrazolecarboxamide CONC(=O)C1=NNC=C1CCC1=CC=CC=C1